2-(3a,7a-dihydrobenzofuran-2-carbonyl)-8-(3-(trifluoromethyl)phenyl)-1,3,4,12a-tetrahydrobenzo[e]pyrazino[1,2-a][1,4]diazepine-6,12(2H,11H)-dione O1C(=CC2C1C=CC=C2)C(=O)N2CC1N(C(C3=C(NC1=O)C=CC(=C3)C3=CC(=CC=C3)C(F)(F)F)=O)CC2